Br[C@H]1C2[C@@H]3[C@H]([C@@H]4[C@@H](C(O[C@@H]41)=O)[C@H]2C(=O)O)C3 (1R,3aS,4S,5aS,6aR,6bR,7R)-4-bromo-2-oxooctahydro-2H-1,5-methanocyclopropa[e]benzofuran-7-carboxylic acid